Ethyl 5-fluoro-3-(1-((1-(2-((4-methylphenyl)sulfonamido)ethyl)piperidin-4-yl)methyl)-1H-1,2,3-triazol-4-yl)-1H-indol-2-carboxylat FC=1C=C2C(=C(NC2=CC1)C(=O)OCC)C=1N=NN(C1)CC1CCN(CC1)CCNS(=O)(=O)C1=CC=C(C=C1)C